C(#N)N=S(=O)(\C=C\[C@]1(N(CCC1)C1CCCCC1)C)[N-]C(NC1=C2CCCC2=CC=2CCCC12)=O.[Na+] sodium ((E)-N-cyano-2-((S)-1-cyclohexyl-2-methylpyrrolidin-2-yl)vinylsulfonimidoyl)((1,2,3,5,6,7-hexahydro-s-indacen-4-yl)carbamoyl)amide